C[Si](C(C(=O)OCCCCCCCC)C)(OCC)OCC octyl α-methyldiethoxysilylpropionate